4-(2,4-Dichlorophenyl)-5-phenyl-2-(2-thienyl)imidazole ClC1=C(C=CC(=C1)Cl)C=1N=C(NC1C1=CC=CC=C1)C=1SC=CC1